CSC=1SC=CN1 2-(methylsulfanyl)-1,3-thiazole